C(C)(C)(C)OC(=O)N([C@@H](C(=O)OC)CC(C)(F)F)C |r| rac-methyl (R)-2-((tert-butoxycarbonyl)(methyl)amino)-4,4-difluoropentanoate